C(C)OC(=O)C=1SC(=C(N1)C(=O)N1[C@H](CCC1)C)C=1C=NC(=CC1C(F)F)NC(C)(C)C (S)-5-(6-(tert-butylamino)-4-(difluoromethyl)pyridine-3-yl)-4-(2-methylpyrrolidine-1-carbonyl)thiazole-2-carboxylic acid ethyl ester